[Al].[Sn].[Ge] germanium tin aluminum